2,2'-(p-tolylimino)diethanol CC1=CC=C(C=C1)N(CCO)CCO